5-(3-(5-Chloro-6-(trifluoromethyl)isoindolin-2-yl)-3-oxopropyl)-5-(5-methyl-1H-pyrazol-3-yl)imidazolidine-2,4-dione ClC=1C=C2CN(CC2=CC1C(F)(F)F)C(CCC1(C(NC(N1)=O)=O)C1=NNC(=C1)C)=O